5-Chloro-4-(4-methylpiperazin-1-yl)-7-nitroquinolin-4-ol ClC1=C2C(CC=NC2=CC(=C1)[N+](=O)[O-])(O)N1CCN(CC1)C